tert-butyl (10S)-4-((3-methyl-4-((6-methylpyridin-3-yl)oxy)phenyl)amino)-7,8,10,11-tetrahydro-9H-6,10-methanopyrimido[4',5':5,6]pyrido[3,2-b][1,4,7]oxadiazonine-9-carboxylate CC=1C=C(C=CC1OC=1C=NC(=CC1)C)NC1=NC=NC2=CC=3OC[C@H]4N(CCN(C3N=C21)C4)C(=O)OC(C)(C)C